7-chloro-2-(piperidin-1-yl)-9H-chromeno[2,3-d]thiazol-9-one ClC1=CC=2C(C3=C(N=C(S3)N3CCCCC3)OC2C=C1)=O